C1NCC12CC(C2)OC2=CC=C1C=NN(C1=C2)C2=CC=CC=C2 6-((2-azaspiro[3.3]heptan-6-yl)oxy)-1-phenyl-1H-indazole